tert-butyl 4-(((2-fluoropyridin-4-yl)methyl) ((1-(phenylsulfonyl)-1H-indol-3-yl)methyl)amino)butylcarbamate FC1=NC=CC(=C1)CN(CCCCNC(OC(C)(C)C)=O)CC1=CN(C2=CC=CC=C12)S(=O)(=O)C1=CC=CC=C1